C(C)C1=C(C(=O)NCC2CCN(CC2)C(=O)OC(C)(C)C)C=CC(=C1)NC=1C=2N(C=CN1)C(=CN2)I tert-butyl 4-((2-ethyl-4-((3-iodoimidazo[1,2-a]pyrazin-8-yl)amino)benzamido)methyl)piperidine-1-carboxylate